3-((1-(3-(3-hydroxypropyl)phenyl)piperidin-4-yl)oxy)cyclobutan-1-ol OCCCC=1C=C(C=CC1)N1CCC(CC1)OC1CC(C1)O